FC(C=1C=C(C=CC1)C=1C=C2C(=NC1)C=NN2CC(=O)Cl)(F)F (6-(3-(Trifluoromethyl)phenyl)-1H-pyrazolo[4,3-b]pyridin-1-yl)acetyl chloride